1,3-oxazole-2-carbaldehyde O1C(=NC=C1)C=O